C(C)OP(N=PC(C(F)(F)F)(F)F)NP ethoxypentafluoroethyltriphosphazene